3-(5-fluoro-3,3,4,4-tetramethyl-3,4-dihydroisoQuinolin-1-yl)quinoline (R)-α-cyano-3-phenoxybenzyl-(1S)-cis-3-(2,2-dichlorovinyl)-2,2-dimethylcyclopropanecarboxylate C(#N)[C@@H](C1=CC(=CC=C1)OC1=CC=CC=C1)OC(=O)[C@@H]1C([C@@H]1C=C(Cl)Cl)(C)C.FC1=C2C(C(N=C(C2=CC=C1)C=1C=NC2=CC=CC=C2C1)(C)C)(C)C